1-(tert-butyl)-3-(3-(4-(tert-butyl)pyridin-2-yl)cyclopentyl)-1H-pyrazol-5-amine C(C)(C)(C)N1N=C(C=C1N)C1CC(CC1)C1=NC=CC(=C1)C(C)(C)C